O1C[C@@H](OC2=NC=CC=C21)C2=CC=C(CN1CCC(CC1)CCCO)C=C2 3-(1-[4-{(3S)-2,3-dihydro[1,4]dioxino[2,3-b]pyridin-3-yl}benzyl]piperidin-4-yl)propan-1-ol